5-(cyclohexyloxy)-7-(hydroxymethyl)-3-methylquinoxalin-2(1H)-one C1(CCCCC1)OC1=C2N=C(C(NC2=CC(=C1)CO)=O)C